N1-(5,6-difluoro-1H-indol-3-yl)-N2-(4-(trifluoromethyl)phenethyl)oxalamide FC=1C=C2C(=CNC2=CC1F)NC(C(=O)NCCC1=CC=C(C=C1)C(F)(F)F)=O